C(C)(C)(C)OC(=O)N([C@H](/C=C/C(=O)OCC)C)C ethyl (S,E)-4-((tert-butoxycarbonyl)(methyl)amino)pent-2-enoate